(S)-2-(1-(5-cyanopyridin-2-yl)piperidin-4-yl)-N-(2-((6-oxo-5-(trifluoromethyl)-1,6-dihydropyridazin-4-yl)amino)propoxy)acetamide C(#N)C=1C=CC(=NC1)N1CCC(CC1)CC(=O)NOC[C@H](C)NC=1C=NNC(C1C(F)(F)F)=O